N[C@H](C(F)(F)F)C1=CC=C(C=C1)C=1N(N=C2C1N=CN(C2=O)CC2(CCN(CC2)C(C[C@@H](C(F)(F)F)C2=CC=CC=C2)=O)O)C 3-(4-((S)-1-Amino-2,2,2-trifluoroethyl)phenyl)-6-((4-hydroxy-1-((R)-4,4,4-trifluoro-3-phenylbutanoyl)piperidin-4-yl)methyl)-2-methyl-2H-pyrazolo[4,3-d]pyrimidin-7(6H)-one